ClC1=NC=C(C(=N1)C=1C=C(C=CC1)N1C(C=CC=C1)=O)Cl 1-(3-(2,5-dichloropyrimidin-4-yl)phenyl)pyridin-2(1H)-one